C(C)(C)(CC)C1=CC=CC=C1 t-Amylbenzene